sodium 6-(pyrimidin-5-ylmethyl)-4,5,6,7-tetrahydrothieno[2,3-c]pyridine-3-carboxylate N1=CN=CC(=C1)CN1CC2=C(CC1)C(=CS2)C(=O)[O-].[Na+]